N1N=C(C=C1)C1=CC=CC(=N1)C(=O)N 6-(1H-pyrazol-3-yl)-2-picolinamid